2'-fluoro-4'-(5-methyl-1,2,4-oxadiazol-3-yl)-[1,1'-biphenyl]-4-carboxamide FC1=C(C=CC(=C1)C1=NOC(=N1)C)C1=CC=C(C=C1)C(=O)N